3-deoxy-D-pentulosonic acid C([C@@H](CO)O)C(=O)C(=O)O